4-(((R)-4-((3R,5R,8R,9S,10S,12S,13R,14S,17R)-3,12-dihydroxy-10,13-dimethylhexadecahydro-1H-cyclopenta[a]phenanthren-17-yl)pentanoyl)oxy)-N,N,N-trimethylbutan-1-aminium O[C@@H]1CC[C@@]2([C@H]3C[C@@H]([C@@]4([C@H](CC[C@H]4[C@@H]3CC[C@@H]2C1)[C@@H](CCC(=O)OCCCC[N+](C)(C)C)C)C)O)C